(S)-4-((3-(1-amino-1,3-dihydrospiro[indene-2,4'-piperidin]-1'-yl)-1,2,4-triazin-6-yl)thio)-3,3-difluoro-1,3-dihydro-2H-pyrrolo[2,3-b]pyridin-2-one N[C@@H]1C2=CC=CC=C2CC12CCN(CC2)C=2N=NC(=CN2)SC2=C1C(=NC=C2)NC(C1(F)F)=O